NCCC#CC=1C=C(C=CC1)NC=1C(=NC(=C(N1)NC1CCOCC1)CC)C(=O)N 3-((3-(4-aminobut-1-yn-1-yl)phenyl)amino)-6-ethyl-5-((tetrahydro-2H-pyran-4-yl)amino)pyrazine-2-carboxamide